4-methoxy-6-(pyridin-3-ylmethoxy)pyrimidine-5-carbaldehyde COC1=NC=NC(=C1C=O)OCC=1C=NC=CC1